BrC1=CC=C(C=C1)C(=C1C=CC=C1)C1=CC=C(C=C1)Br 6,6-di(4-bromophenyl)fulvene